C([C@@H](O)CC(=O)[O-])(=O)[O-].[Na+].[Na+] sodium L-malate